ClC1=C(C(=C(C=C1OC)OC)Cl)C1=NC(=C2C=C(N=CC2=C1)N[C@@H]1COCC[C@@H]1NC(C=C)=O)N(C)C N-((3S,4S)-3-((7-(2,6-dichloro-3,5-dimethoxyphenyl)-5-(dimethylamino)-2,6-naphthyridin-3-yl)amino)tetrahydro-2H-pyran-4-yl)acrylamide